1,3-dithioglucose S=C[C@H](O)[C@@H](S)[C@H](O)[C@H](O)CO